(S)-2-(2,6-dioxopiperidin-3-yl)-5-(2-azaspiro[3.5]nonan-7-yl)-3,5-dihydro-1H-pyrrolo[3,4-c]pyridine-1,4(2H)-dione formate C(=O)O.O=C1NC(CC[C@@H]1N1CC=2C(N(C=CC2C1=O)C1CCC2(CNC2)CC1)=O)=O